FC(C1CN(C1)C=1C=C2C(=CC=NC2=CC1)C(=O)O)F 6-(3-(difluoromethyl)azetidin-1-yl)quinoline-4-carboxylic acid